The molecule is an L-alanine derivative that is isopropyl L-alaninate in which one of the amino hydrogens is replaced by an (S)-({[(2R)-1-(6-amino-9H-purin-9-yl)propan-2-yl]oxy}methyl)(phenoxy)phosphoryl group. A prodrug for tenofovir, it is used (as the fumarate salt) in combination therapy for the treatment of HIV-1 infection. It has a role as an antiviral drug, a HIV-1 reverse transcriptase inhibitor and a prodrug. It is a L-alanine derivative, a phosphoramidate ester, an ether, a member of 6-aminopurines and an isopropyl ester. It derives from an adenine. It is a conjugate base of a tenofovir alafenamide(1+). C[C@H](CN1C=NC2=C(N=CN=C21)N)OC[P@@](=O)(N[C@@H](C)C(=O)OC(C)C)OC3=CC=CC=C3